NC1=NC(=CC(=C1)C1=NC(=CC(=N1)N=[S@](=O)(C)C1CC1)N1[C@@H](COCC1)C)Cl (S)-((2-(2-amino-6-chloropyridin-4-yl)-6-((R)-3-methylmorpholino)pyrimidin-4-yl)imino)(cyclopropyl)(methyl)-λ6-sulfanone